(4S,5S)-1-(7,8-dihydrofuro[3,2-e][1,3]benzothiazol-2-yl)-5-(methoxymethyl)-4-methylimidazolidin-2-one N1=C(SC2=C1C1=C(C=C2)OCC1)N1C(N[C@H]([C@H]1COC)C)=O